(±)-(1r,2s,3s,5s)-2-fluoro-3-(methyl-(6-(thieno[2,3-c]pyridin-2-yl)-1,2,4-triazin-3-yl)amino)-8-azabicyclo[3.2.1]octane-8-carboxylic acid tert-butyl ester C(C)(C)(C)OC(=O)N1[C@H]2[C@H]([C@H](C[C@@H]1CC2)N(C=2N=NC(=CN2)C2=CC=1C(=CN=CC1)S2)C)F |r|